(S)-N-(5-chloro-3-methyl-1H-pyrazol-4-yl)-4-(5-chloro-6-hydroxypyridin-2-yl)-5-fluoro-2-((1,1,1-trifluoropropan-2-yl)oxy)benzamide ClC1=C(C(=NN1)C)NC(C1=C(C=C(C(=C1)F)C1=NC(=C(C=C1)Cl)O)O[C@H](C(F)(F)F)C)=O